ClC=1C(=NC=CC1C=1C(=C(C=CC1)NC(C1=NC=C(C=C1)CNCCO)=O)C)C1=CC(=C(C=C1)CN1CC2(C1)CNC(C2)=O)OC N-(3-(3-chloro-2-(3-methoxy-4-((7-oxo-2,6-diazaspiro[3.4]octan-2-yl)methyl)phenyl)pyridin-4-yl)-2-methylphenyl)-5-(((2-hydroxyethyl)amino)methyl)picolinamide